CNC(C1=C(C=CC=C1)C1=CC=C2C(=NN(C2=C1)C1OCCCC1)\C=C\C=1C=NC(=CC1)OCCN1CCCC1)=S N-methyl-2-[3-[(E)-2-[6-(2-pyrrolidin-1-ylethoxy)-3-pyridyl]vinyl]-1-tetrahydropyran-2-yl-indazol-6-yl]thiobenzamide